C(CCCC)OP(OCCCCC)=O dipentyl-phosphonic acid